N-(2-chloro-4-nitrophenyl)-2-hydroxy-5-chlorobenzoyl-ethanolamine Lithium-thallium [Tl].[Li].ClC1=C(C=CC(=C1)[N+](=O)[O-])NCC(O)C(C1=C(C=CC(=C1)Cl)O)=O